C(CC)NC(O[C@@H]1C[C@@H](CC1)C1=CC(=NN1)NC(CC=1N=CNC1)=O)=O (1S,3R)-3-{3-[(1H-imidazol-4-ylacetyl)amino]-1H-pyrazol-5-yl}cyclopentyl propyl-carbamate